N-(5-(3-hydroxy-2,6-dimethylphenyl)-2,3-dimethylpyrido[4,3-f]quinoxalin-9-yl)cyclopropanecarboxamide OC=1C(=C(C(=CC1)C)C1=CC2=C(C=3N=C(C(=NC13)C)C)C=C(N=C2)NC(=O)C2CC2)C